(Z)-2-(2-bromo-4-(trifluoromethyl)benzylidene)-6-hydroxybenzofuran-3(2H)-one BrC1=C(\C=C\2/OC3=C(C2=O)C=CC(=C3)O)C=CC(=C1)C(F)(F)F